C1(=CC=CC=C1)C1=CC(=NC=N1)C1=CC=CC=C1 bisphenylpyrimidine